ClC1=C(C=CC=C1NS(NC(NC1=CC=CC=C1)=O)(=O)=O)SC=1N=CC(=NC1)N1CCC2([C@@H]([C@@H](OC2)C)N)CC1 ((3S,4S)-8-(5-((2-chloro-3-((N-(phenylcarbamoyl)sulfamoyl)amino)phenyl)thio)pyrazin-2-yl)-3-methyl-2-oxa-8-azaspiro[4.5]decan-4-yl)amine